CC1=C(C=2N(N=C1N1CC=3C=C(C=NC3CC1)C=1C=NC=C(C1)C)C(C=CN2)=O)C 8,9-dimethyl-7-(3-(5-methylpyridin-3-yl)-7,8-dihydro-1,6-naphthyridin-6(5H)-yl)-4H-pyrimido[1,2-b]pyridazin-4-one